C(=O)(OC(C)(C)C)C1N(CCCC1)CC BOC-N-ethyl-piperidine